1-(2,4-difluorobenzyl)piperazine hydrochloride Cl.FC1=C(CN2CCNCC2)C=CC(=C1)F